N-[(8S)-4-amino-6-methyl-5-quinolin-3-yl-8,9-dihydropyrimido[5,4-b]indolizin-8-yl]prop-2-enamide NC1=NC=NC2=C1C(=C1C(=C[C@@H](CN21)NC(C=C)=O)C)C=2C=NC1=CC=CC=C1C2